1-[(3,3-difluorocyclopentyl)methyl]-4-methoxy-3-(trifluoromethyl)-1H-pyrazole-5-carboxylic acid FC1(CC(CC1)CN1N=C(C(=C1C(=O)O)OC)C(F)(F)F)F